5-chloro-2-(difluoromethyl)-N-((1r,4r)-4-((3-(2-fluorophenyl)-3-hydroxy-2-oxo-2,3-dihydro-1H-pyrrolo[3,2-c]pyridin-1-yl)methyl)cyclohexyl)nicotinamide ClC=1C=NC(=C(C(=O)NC2CCC(CC2)CN2C(C(C=3C=NC=CC32)(O)C3=C(C=CC=C3)F)=O)C1)C(F)F